N-[5-(2,2-difluoroethyl)-4,6-dimethoxy-pyrimidin-2-yl]-6-(difluoromethyl)-7-(2-pyrimidyl)-1H-indole-3-sulfonamide FC(CC=1C(=NC(=NC1OC)NS(=O)(=O)C1=CNC2=C(C(=CC=C12)C(F)F)C1=NC=CC=N1)OC)F